C(C)(C)OC1=C(C=C2C(=NC=NC2=C1)C=1C(=NN(C1)C)C1=CC=CC=C1)[C@@H](C)O (R)-1-(7-isopropoxy-4-(1-methyl-3-phenyl-1H-pyrazol-4-yl)quinazolin-6-yl)ethan-1-ol